N-((6-((4-chlorophenyl)amino)-2-morpholinopyrimidin-4-yl)methyl)isoxazole-5-carboxamide ClC1=CC=C(C=C1)NC1=CC(=NC(=N1)N1CCOCC1)CNC(=O)C1=CC=NO1